NC1=NC2=C(C(=CC=C2C=C1Cl)CCC=1[C@H]([C@H]([C@@H](C1)N1C=CC2=C1N=CN=C2N)O)O)F (1s,2r,5r)-3-(2-(2-amino-3-chloro-8-fluoroquinolin-7-yl)ethyl)-5-(4-amino-7H-pyrrolo[2,3-d]pyrimidin-7-yl)cyclopent-3-ene-1,2-diol